(3-methyl-5-(2,4-dichlorophenyl)amino-1H-pyrazol-1-yl)-5,6-dimethyl-4(3H)pyrimidinone CC1=NN(C(=C1)NC1=C(C=C(C=C1)Cl)Cl)C1=NC(=C(C(N1)=O)C)C